Cl.[C@H]12CC(C[C@H](CC1)O2)N (1R,3r,5S)-8-oxabicyclo[3.2.1]octan-3-amine hydrochloride